(2S,4R)-1-((R)-2-(2-azidoacetamido)-3,3-dimethylbutanoyl)-4-hydroxy-N-(4-(4-methylthiazol-5-yl)benzyl)pyrrolidine-2-carboxamide N(=[N+]=[N-])CC(=O)N[C@@H](C(=O)N1[C@@H](C[C@H](C1)O)C(=O)NCC1=CC=C(C=C1)C1=C(N=CS1)C)C(C)(C)C